O.C(C)(C)(C)C1=CC=C(C=C1)S(=O)(=O)NC1=NC(=NC(=C1OC1=C(C=CC=C1)OC)OCCO)C1=NC=CC=N1 4-tert-butyl-N-[6-(2-hydroxy-ethoxy)-5-(2-methoxy-phenoxy)-[2,2']bipyrimidin-4-yl]benzenesulphonamide monohydrate